ethyl 2-((4-(3-bromopropoxy)phenyl)sulfonamido)-4-(4-methylnaphthalen-1-yl)benzoate BrCCCOC1=CC=C(C=C1)S(=O)(=O)NC1=C(C(=O)OCC)C=CC(=C1)C1=CC=C(C2=CC=CC=C12)C